OC1=C(C=CC=C1)C1=CC(=CN=N1)N1CCC(CC1)(C(=O)O)C=1C=NN(C1)C 1-[6-(2-hydroxyphenyl)pyridazin-4-yl]-4-(1-methylpyrazol-4-yl)piperidine-4-carboxylic acid